2,2-Diethoxy-2-phenylacetophenone C(C)OC(C(=O)C1=CC=CC=C1)(C1=CC=CC=C1)OCC